yttrium tris(isopropoxide) CC([O-])C.CC([O-])C.CC([O-])C.[Y+3]